FC(C=1C(=CC2=C(NCCO2)C1)C=1C=NN(C1)C)F 6-difluoromethyl-7-(1-methyl-1H-pyrazol-4-yl)-3,4-dihydro-2H-benzo[1,4]oxazine